COC1=CC=C(C=C1)CN1C[C@@H](O[C@@H](C1)C)CO [(2R,6R)-4-[(4-methoxyphenyl)methyl]-6-methylmorpholin-2-yl]methanol